3-(3-chloro-2-fluorophenyl)-4-(5-chloro-2-fluorophenyl)-5-neopentylpyrrolidine-2-carboxylic acid ClC=1C(=C(C=CC1)C1C(NC(C1C1=C(C=CC(=C1)Cl)F)CC(C)(C)C)C(=O)O)F